BrC1=CC(=C(C(=C1)[N+](=O)[O-])N1C(=NC=C1)C(=O)C1=CC=C(C=C1)C(C)(C)C)F (1-(4-bromo-2-fluoro-6-nitrophenyl)-1H-imidazol-2-yl)(4-(tert-butyl)phenyl)methanone